1,2-di(docosahexenoyl)-sn-glycero-3-phosphocholine C(C=CC=CC=CC=CC=CC=CCCCCCCCCC)(=O)OC[C@@H](OC(C=CC=CC=CC=CC=CC=CCCCCCCCCC)=O)COP(=O)([O-])OCC[N+](C)(C)C